methyl 2-hydroxymethylbenzofuran-4-carboxylate OCC=1OC=2C(C1)=C(C=CC2)C(=O)OC